C(C)(C)(C)OC(=O)N1N=C(C2=NC=CC=C21)Br 3-bromo-1H-pyrazolo[4,3-b]pyridine-1-carboxylic acid tert-butyl ester